N-(2-chloro-9-((2R,4S,5R)-5-ethynyl-4-hydroxy-5-(hydroxymethyl)tetrahydrofuran-2-yl)-9H-purin-6-yl)palmitamide ClC1=NC(=C2N=CN(C2=N1)[C@@H]1O[C@@]([C@H](C1)O)(CO)C#C)NC(CCCCCCCCCCCCCCC)=O